OC1=C(C=C(C=C1)C=CC(C1=C(C=C(C=C1O)O)O)=O)OS(=O)(=O)O 2-Hydroxy-5-[3-oxo-3-(2,4,6-trihydroxyphenyl)prop-1-en-1-yl]phenyloxidanesulfonic acid